CON(C(=O)C1=NN2C(CNCCC2)=C1C)C N-methoxy-N,3-dimethyl-4H,5H,6H,7H,8H-pyrazolo[1,5-a][1,4]diazepine-2-carboxamide